methyl 4-[5-methoxy-3-(trifluoromethyl)pyrazol-1-yl]benzoate COC1=CC(=NN1C1=CC=C(C(=O)OC)C=C1)C(F)(F)F